(4-hydroxy-1-methoxy-7-((5,6,7,8-tetrahydronaphthalen-1-yl)oxy)isoquinoline-3-carbonyl)glycine OC1=C(N=C(C2=CC(=CC=C12)OC1=CC=CC=2CCCCC12)OC)C(=O)NCC(=O)O